4,4'-dimethyl-benzophenone O-trityl oxime C(C1=CC=CC=C1)(C1=CC=CC=C1)(C1=CC=CC=C1)ON=C(C1=CC=C(C=C1)C)C1=CC=C(C=C1)C